NC=1C=CC(=NC1)N1N=C(C(=C1)C1=CN=C(N1C)C(=O)NC1=CC(=C(C=C1)C(=O)N1C[C@@H](NCC1)C(C)C)Cl)C(F)(F)F 5-[1-(5-amino-2-pyridinyl)-3-(trifluoromethyl)pyrazol-4-yl]-N-[3-chloro-4-[(3S)-3-isopropylpiperazine-1-carbonyl]phenyl]-1-methyl-imidazole-2-carboxamide